ethyl 1,4-dihydropyridine-3-carboxylate N1C=C(CC=C1)C(=O)OCC